isotridecyl ether, sodium salt [Na].C(CCCCCCCCCC(C)C)OCCCCCCCCCCC(C)C